C(CC1=CC=CC=C1)OC(=O)NC(C(=O)O)C 2-((phenethyloxycarbonyl)amino)propionic acid